C1(CC2C(CC1)O2)CCC2CC1C(CC2)O1 1,2-bis(3,4-epoxycyclohexane-1-yl)ethane